OC[C@@H]1[C@@H](CC(N1C)=O)OC1OCCCC1 (4R,5R)-5-(hydroxymethyl)-1-methyl-4-tetrahydropyran-2-yloxy-pyrrolidin-2-one